C(#N)C1=CC=C(C=C1)S(=O)(=O)N1C[C@@H]([C@@](C1)(CO)O)OC1=CC(=C(C#N)C=C1OCC(F)(F)F)F 4-(((3S,4R)-1-((4-cyanophenyl)sulfonyl)-4-hydroxy-4-(hydroxymethyl)pyrrolidin-3-yl)oxy)-2-fluoro-5-(2,2,2-trifluoroethoxy)benzonitrile